N[C@H](CCCOC1=CC=C(C(=C1CC=1C=NN2C1N=CN=C2N)Cl)Cl)COC (R)-8-(6-((4-amino-5-methoxypentyl)oxy)-2,3-dichlorobenzyl)pyrazolo[1,5-a][1,3,5]triazin-4-amin